C(C=C)NP(=O)(N)N allylphosphoramide